O=C1N(C(C2=CC=CC=C12)=O)CCCC1=C2C(=NN1C)CCN2C(=O)OC(C)(C)C tert-butyl 3-[3-(1,3-dioxoisoindolin-2-yl)propyl]-2-methyl-5,6-dihydropyrrolo[3,2-c]pyrazole-4-carboxylate